Tert-butyl (6-methyl-2-oxo-5-phenylpiperidin-3-yl)carbamate CC1C(CC(C(N1)=O)NC(OC(C)(C)C)=O)C1=CC=CC=C1